(-)-1,2-Di-p-tolylethan-2-d-1-ol C1(=CC=C(C=C1)C(C([2H])C1=CC=C(C=C1)C)O)C